FC(C=1C=C(N(N1)COCC[Si](C)(C)C)C=C1CC2(CN(C2)C(=O)OC(C)(C)C)C1)F tert-Butyl 6-[[5-(difluoromethyl)-2-(2-trimethylsilylethoxymethyl) pyrazol-3-yl]methylene]-2-azaspiro[3.3]heptane-2-carboxylate